N1C(C=C(C=C1C)C)C Dihydrocollidine